4-(morpholinosulfonyl)phenyl carbamate C(N)(OC1=CC=C(C=C1)S(=O)(=O)N1CCOCC1)=O